4-morpholino-6-(piperazin-1-yl)-1,3,5-triazin-2-ylpyrimidin-2-amine O1CCN(CC1)C1=NC(=NC(=N1)N1CCNCC1)C1=NC(=NC=C1)N